FC1=C(OC2=C(C=C(C=C2)NS(=O)(=O)CC)C2=CC(=NC(=C2)C=C)C)C=CC(=C1)F 4-(2-(2,4-difluorophenoxy)-5-(ethylsulfonylamino)phenyl)-2-methyl-6-vinylpyridine